OCCN(CCCN(CCCCCCCCCCCCCCCCCC)CCO)CCO N,N,N'-tris(2-hydroxyethyl)-N'-octadecyl-1,3-diaminopropane